F[C@H]1CN(CC[C@H]1NC1=C2C=C(N(C2=CC=C1)CC(F)(F)F)C(=O)NNC(CNC(OC(C)(C)C)=O)=O)C |r| (+/-)-tert-butyl (2-(2-(4-(((3S,4R)-3-fluoro-1-methylpiperidin-4-yl)amino)-1-(2,2,2-trifluoroethyl)-1H-indole-2-carbonyl)hydrazineyl)-2-oxoethyl)carbamate